(S)-4-((3,5-dimethylisoxazol-4-yl)methyl)-1-isopropyl-N-(1-methylcyclopropyl)-5-oxo-1,2,4,5-tetrahydroimidazo[1,2-a]quinazoline-7-sulfonamide CC1=NOC(=C1CN1C=2N(C3=CC=C(C=C3C1=O)S(=O)(=O)NC1(CC1)C)[C@H](CN2)C(C)C)C